{4-[1-(propan-2-yl)-4-(trifluoromethyl)-1H-imidazol-2-yl]phenyl}methylamine CC(C)N1C(=NC(=C1)C(F)(F)F)C1=CC=C(C=C1)CN